C=1(C(=CC(=CC1)B(O)O)C1=CC=CC=C1)C1=CC=CC=C1 [1,1':2,1''-terphenyl]-4-boronic acid